(2E)-4-Bromobutan-2-enoic acid ethyl ester C(C)OC(\C=C\CBr)=O